C(C)(C)C1=C(NC2=CC=C(C=C12)C1=C2C=CN=CC2=CC=C1)C1=C2C(=NC=C1)NN=C2 5-(3-isopropyl-2-(1H-pyrazolo[3,4-b]pyridin-4-yl)-1H-indol-5-yl)isoquinoline